[Ce].[SiH4] silane-cerium salt